ClC1=CC=C(COC(=O)N=NC(=O)OCC2=CC=C(C=C2)Cl)C=C1 azobiscarboxylic acid di(p-chlorobenzyl) ester